tert-Butyl 4-methyl-2-oxopiperidine-1-carboxylate CC1CC(N(CC1)C(=O)OC(C)(C)C)=O